1-(3-fluorobenzyl)-1H-indol FC=1C=C(CN2C=CC3=CC=CC=C23)C=CC1